4'-amino-3'-nitro-6-(trifluoromethoxy)-[1,1'-biphenyl] NC1=C(C=C(C=C1)C1=CC=CC=C1OC(F)(F)F)[N+](=O)[O-]